4-chloro-[1,1'-biphenyl]-2-amine ClC=1C=C(C(=CC1)C1=CC=CC=C1)N